N-dimethylethylaminomaleamic acid CC(C)(C)NNC(\C=C/C(=O)O)=O